5-amino-2-chloro-6-methylpyrimidine-4-carbonitrile NC=1C(=NC(=NC1C)Cl)C#N